N1=C(N=CC2C1CNCC2)N2CCN(CC2)C(=O)C2N(CCC2)C=2C=CC=1N(N2)C(=NN1)C(F)(F)F [4-(4a,5,6,7,8,8a-hexahydropyrido[3,4-d]pyrimidin-2-yl)piperazine-1-yl]-[1-[3-(trifluoromethyl)-[1,2,4]triazolo[4,3-b]pyridazin-6-yl]pyrrolidin-2-yl]methanone